FS(C=1C=C2C=C(NC2=CC1)C=1C=C(C=CC1)N1CCC(CC1)NCCN1CCN(CC1)C(C)C)(F)(F)(F)F 1-{3-[5-(Pentafluoro-λ6-sulfanyl)-1H-indol-2-yl]phenyl}-N-{2-[4-(propan-2-yl)piperazin-1-yl]ethyl}piperidin-4-amine